3-oxo-1,2-dihydro-isoindole-5-carboxylic acid O=C1NCC2=CC=C(C=C12)C(=O)O